5-{[(2,3-dichlorophenyl)methyl]sulfonylamino}-1,3-thiazole-4-carboxylic acid ClC1=C(C=CC=C1Cl)CS(=O)(=O)NC1=C(N=CS1)C(=O)O